C1(=NC=CC2=CC=CC=C12)NCC 2-(isoquinolin-1-ylamino)ethan